CC1=NC2=CC=CC=C2C(=C1)N1CCN(CC1)C(C=C)=O 1-(4-(2-methylquinolin-4-yl)piperazin-1-yl)prop-2-en-1-one